(E)-ethyl 3-(5-(benzylthio)-2-((4-bromo-5-fluoro-2-methoxyphenyl)amino)phenyl)acrylate C(C1=CC=CC=C1)SC=1C=CC(=C(C1)/C=C/C(=O)OCC)NC1=C(C=C(C(=C1)F)Br)OC